OC1=CC=C(C=C1)C(CCC(=O)N[C@@H](CC(=O)N[C@@H](CC(N)=O)C(=O)O)C(=O)O)(C)C1=CC=C(C=C1)O N2-((S)-3-(4,4-bis(4-hydroxyphenyl)pentanoylamino)-3-carboxypropionyl)-L-asparagine